2-(4-((2-((1S,3S,5S)-3-(((4-carbamimidoylthiophen-2-yl)methyl)carbamoyl)-5-methyl-2-azabicyclo[3.1.0]hexan-2-yl)-2-oxoethyl)amino)-4-oxobutoxy)benzoic acid C(N)(=N)C=1C=C(SC1)CNC(=O)[C@H]1N([C@H]2C[C@]2(C1)C)C(CNC(CCCOC1=C(C(=O)O)C=CC=C1)=O)=O